C(C)C1=NC(=NC=C1C(F)(F)F)N[C@H]1C[C@H](CCC1)C1=NN=C2N1CCCC2 4-ethyl-N-[(1R,3S)-3-(5,6,7,8-tetrahydro-[1,2,4]triazolo[4,3-a]pyridin-3-yl)cyclohexyl]-5-(trifluoromethyl)pyrimidin-2-amine